t-butyl peroxypivaloate C(C(C)(C)C)(=O)OOC(C)(C)C